3-(2-Chloro-4-methylpyridin-3-yl)-7-fluoro-8-(5-(2-hydroxypropan-2-yl)-1-methyl-1H-1,2,4-triazol-3-yl)-1-isopropyl-4H-quinolizin-4-one ClC1=NC=CC(=C1C1=CC(=C2C=C(C(=CN2C1=O)F)C1=NN(C(=N1)C(C)(C)O)C)C(C)C)C